(S)-quinuclidin-3-yl (5-(2-ethoxypyridin-4-yl)-2,2-dimethyl-2,3-dihydro-1H-inden-1-yl)carbamate C(C)OC1=NC=CC(=C1)C=1C=C2CC(C(C2=CC1)NC(O[C@@H]1CN2CCC1CC2)=O)(C)C